2-[7-(1-Hydroxyethyl)-2-[[(3R)-1-methyl-3-piperidyl]amino]oxazolo[4,5-b]pyridin-5-yl]-3-methyl-5-(trifluoromethyl)phenol OC(C)C1=C2C(=NC(=C1)C1=C(C=C(C=C1C)C(F)(F)F)O)N=C(O2)N[C@H]2CN(CCC2)C